3-(4-chloro-2,3-difluorobenzyl)imidazolidine-2,4-dione ClC1=C(C(=C(CN2C(NCC2=O)=O)C=C1)F)F